(E)-(5-fluoro-1-(phenylsulfonyl)-6-(2-(thiazol-4-yl)vinyl)-1H-indol-2-yl)methanamine hydrochloride Cl.FC=1C=C2C=C(N(C2=CC1\C=C\C=1N=CSC1)S(=O)(=O)C1=CC=CC=C1)CN